Trans-rac-tert-butyl N-(2-phenylcyclopropyl)carbamate C1(=CC=CC=C1)[C@H]1[C@@H](C1)NC(OC(C)(C)C)=O |r|